ClC=1C=C2C(=CN1)N(N=C2CC)COCC[Si](C)(C)C 2-[(5-chloro-3-ethyl-pyrazolo[3,4-c]pyridin-1-yl)methoxy]ethyl-trimethyl-silane